FC(CN(C(=O)NC1=CC(=C(C=C1)F)C)C(C)C1=CNC(C2=CC=CC=C12)=O)F 1-(2,2-difluoroethyl)-3-(4-fluoro-3-methylphenyl)-1-(1-(1-oxo-1,2-dihydroisoquinolin-4-yl)ethyl)urea